C(C)(C)(C)OC(=O)NC12CC(C1)(C2)C=2SC=C(N2)C(=O)NC(C(=O)NC(C(=O)OC)=C)=C Methyl 2-(2-(2-(3-((tert-butoxycarbonyl)amino)bicyclo[1.1.1]pentan-1-yl)thiazole-4-carboxamido)acrylamido)acrylate